C(C)(C)(C)N(C(O)=O)CC1=C(C=C(C=C1)C=1C=2N(C=C(N1)Cl)N=CC2)C.ClC=2N=C(C=1N(C2)N=CC1)C1=CC(=C(CNC(OC(C)(C)C)=O)C=C1)C tert-butyl (4-(6-chloropyrazolo[1,5-a]pyrazin-4-yl)-2-methylbenzyl)carbamate tert-Butyl-(4-(6-chloropyrazolo[1,5-a]pyrazin-4-yl)-2-methylbenzyl)carbamate